S1C=C(C=C1)C1=NN2C=NC=3C=CC=CC3C2=N1 thiophen-3-yl[1,2,4]triazolo[1,5-c]quinazolin